benzyl (R)-7-((2-hydroxyethyl)sulfonyl)-2-(3-iodophenyl)-2,6,6-trimethylheptanoate OCCS(=O)(=O)CC(CCC[C@](C(=O)OCC1=CC=CC=C1)(C)C1=CC(=CC=C1)I)(C)C